C12(CC3CC(CC(C1)C3)C2)C=2C(=CC(=C(C(=O)NCC3=CCCC=C3)C2)O)O 5-adamant-1-yl-N-(3,4-dihydrobenzyl)-2,4-dihydroxy-benzoic acid amide